3-(3-isocyanatopropyl)-2,5-di(isocyanatomethyl)-bicyclo[2.2.1]heptane N(=C=O)CCCC1C(C2CC(C1C2)CN=C=O)CN=C=O